FC1=CC=C(C=C1)C=CC(C)NCC=1OC=CC1 4-(4-fluorophenyl)-N-(furan-2-ylmethyl)but-3-en-2-amine